1-(4-(4-amino-1-(but-3-yn-1-yl)-1H-pyrazolo[3,4-d]pyrimidin-3-yl)-2-fluorophenyl)-3-(4-((4-methylpiperazin-1-yl)methyl)-3-(trifluoromethyl)phenyl)urea NC1=C2C(=NC=N1)N(N=C2C2=CC(=C(C=C2)NC(=O)NC2=CC(=C(C=C2)CN2CCN(CC2)C)C(F)(F)F)F)CCC#C